4-(1-((2,6-diethoxy-4'-fluoro-[1,1'-biphenyl]-4-yl)methyl)-3-fluoroazetidine-3-carboxamido)benzoic acid C(C)OC1=C(C(=CC(=C1)CN1CC(C1)(C(=O)NC1=CC=C(C(=O)O)C=C1)F)OCC)C1=CC=C(C=C1)F